(1R)-2,2-difluoro-N-{4-[6-(hydroxymethyl)-4-methylpyridin-3-yl]-[1,2,4]triazolo[1,5-a]1,6-naphthyridin-8-yl}cyclopropane-1-carboxamide FC1([C@H](C1)C(=O)NC1=NC=C2C=C(C=3N(C2=C1)N=CN3)C=3C=NC(=CC3C)CO)F